[N-](S(=O)(=O)C(F)(F)F)S(=O)(=O)C(F)(F)F.[N-](S(=O)(=O)C(F)(F)F)S(=O)(=O)C(F)(F)F.[N-](S(=O)(=O)C(F)(F)F)S(=O)(=O)C(F)(F)F.[Co+3] cobalt(III) tris(bis(trifluoromethylsulphonyl)imide)